C[C@@]12CC[C@@H]3[C@@]([C@H]1CC=C4[C@]2(CC[C@@]5([C@H]4CC(CC5)(C)C)C(=O)O)C)(C[C@H]([C@@H](C3(C)C)O)O)C (2α,3β)-2,3-dihydroxy-olean-12-en-28-oic acid